N-fluorosuccinimide FN1C(CCC1=O)=O